FC1(O[C@@H](CN(C1)C=1N=C(N2C(=NC(=C(C2=O)C)C)C1)C1=C(C=C(C=C1)F)F)C1=CC(=NC=C1)C)F |o1:3| (R or S)-8-(2,2-difluoro-6-(2-methylpyridin-4-yl)morpholino)-6-(2,4-difluorophenyl)-2,3-dimethyl-4H-pyrimido[1,6-a]pyrimidin-4-one